BrC(C(=O)O)C.[Na] sodium hydrogen bromopropionate